(1R)-2,2-difluoro-N-{6-[2-({6-[1-hydroxypropyl]-4-methylpyridin-3-yl}amino)pyridin-3-yl]pyrimidin-4-yl}cyclopropane-1-carboxamide FC1([C@H](C1)C(=O)NC1=NC=NC(=C1)C=1C(=NC=CC1)NC=1C=NC(=CC1C)C(CC)O)F